5-bromo-2-fluoro-4-iodo-N,N-bis(4-methoxybenzyl)-3-methylaniline BrC=1C(=C(C(=C(N(CC2=CC=C(C=C2)OC)CC2=CC=C(C=C2)OC)C1)F)C)I